(2S,4R)-6-chloro-4-hydroxy-N-[3-(4-{(1RS,2RS)-2-[(trifluoromethoxy)methyl]cyclopropyl}-1H-pyrazol-1-yl)bicyclo[1.1.1]pentan-1-yl]-3,4-dihydro-2H-1-benzopyran-2-carboxamide ClC=1C=CC2=C([C@@H](C[C@H](O2)C(=O)NC23CC(C2)(C3)N3N=CC(=C3)[C@H]3[C@@H](C3)COC(F)(F)F)O)C1 |&1:23,24|